2-(1-((2-(3,5-dichloro-phenyl)-6-((2-(4-isopropylpiperazin-1-yl)pyrimidin-5-yl)oxy)pyridin-4-yl)methyl)piperidin-4-yl)acetic acid ClC=1C=C(C=C(C1)Cl)C1=NC(=CC(=C1)CN1CCC(CC1)CC(=O)O)OC=1C=NC(=NC1)N1CCN(CC1)C(C)C